3-diazo-1-(4-methoxybenzyl)-5-phenylpyrrolidin-2-one [N+](=[N-])=C1C(N(C(C1)C1=CC=CC=C1)CC1=CC=C(C=C1)OC)=O